C(#N)C=1C(=CC(=C(C1)NC(\C=C\CN1CCCCC1)=O)OC)N=CN(C)C (2E)-N-[5-cyano-4-[[(dimethylamino)methylene]amino]-2-methoxyphenyl]-4-(1-piperidinyl)-2-butenamide